1-[3-(4-Bromo-2-methyl-2H-pyrazol-3-yl)-4-trifluoromethoxy-phenyl]-3-(4-chloro-phenyl)-urea BrC1=C(N(N=C1)C)C=1C=C(C=CC1OC(F)(F)F)NC(=O)NC1=CC=C(C=C1)Cl